C(C1=CC=CC=C1)OCC(C(=O)NN(C(=O)OC(C)(C)C)C)(CCCC(CS(=O)(=O)CCO)(C)C)C1=C(C(=CC=C1)Br)F tert-butyl 2-(2-((benzyloxy)methyl)-2-(3-bromo-2-fluorophenyl)-7-((2-hydroxyethyl)sulfonyl)-6,6-dimethylheptanoyl)-1-methylhydrazine-1-carboxylate